3,5-dimethylquinolin-2(1H)-one CC=1C(NC2=CC=CC(=C2C1)C)=O